2-(3-bromo-4-iodophenyl)naphthalene BrC=1C=C(C=CC1I)C1=CC2=CC=CC=C2C=C1